C(C)(=O)NC1=NC=CC(=C1)C#CC1=NC(=CC(=C1NC(C(F)(F)F)=O)N1CCN(CC1)C)F N-{2-[(2-acetamidopyridin-4-yl)ethynyl]-6-fluoro-4-(4-methylpiperazin-1-yl)pyridin-3-yl}-2,2,2-trifluoroacetamide